C(C(C)C)OC=1C(=NN(C(C1)=O)CC(=O)NC12CC(C1)(C2)C=2OC(=NN2)C)C(C)C 2-(4-isobutoxy-3-isopropyl-6-oxopyridazin-1(6H)-yl)-N-(3-(5-methyl-1,3,4-oxadiazol-2-yl)bicyclo[1.1.1]pentan-1-yl)acetamide